C(C)OC=1C=C(C=CC1F)CO (3-ethoxy-4-fluorophenyl)methanol